NC1=NC(=CC(=N1)N1CCC2(C[C@H](NC2)C(=O)OCC)CC1)O[C@@H](C(F)(F)F)C1=C(C=C(C=C1)C1=CC(=CC=C1)C(=O)OCC)N1N=C(C=C1)C (S)-ethyl 8-(2-amino-6-((R)-1-(3'-(ethoxycarbonyl)-3-(3-methyl-1H-pyrazol-1-yl)-[1,1'-biphenyl]-4-yl)-2,2,2-trifluoroethoxy)pyrimidin-4-yl)-2,8-diazaspiro[4.5]decane-3-carboxylate